(3S,4R,5S,6R)-4,5-bis(benzyloxy)-6-((benzyloxy)methyl)tetrahydro-2H-pyran-3-ol C(C1=CC=CC=C1)O[C@@H]1[C@H](CO[C@@H]([C@@H]1OCC1=CC=CC=C1)COCC1=CC=CC=C1)O